methyl (S)-8-(2-(4-(4-chlorophenyl)-2,3,9-trimethyl-6H-thieno[3,2-f][1,2,4]triazolo[4,3-a][1,4]diazepin-6-yl)acetamido)octanoate ClC1=CC=C(C=C1)C1=N[C@H](C=2N(C3=C1C(=C(S3)C)C)C(=NN2)C)CC(=O)NCCCCCCCC(=O)OC